C[N+](CCCCCCCCCCCCCCC)(C)[O-] dimethyl-(pentadecyl)amine oxide